(5-(2-((4,4-difluorocyclohexyl)amino)-7H-pyrrolo[2,3-d]pyrimidin-5-yl)pyrazolo[1,5-a]pyridin-3-yl)(piperidin-1-yl)methanone FC1(CCC(CC1)NC=1N=CC2=C(N1)NC=C2C2=CC=1N(C=C2)N=CC1C(=O)N1CCCCC1)F